FC(CC)(F)C=1C=C(C=CC1)NC(=O)C1C(=NN(C1=O)C1=CC=C2C=CN(C2=C1)S(=O)(=O)C1=CC=C(C=C1)C)C N-[3-(1,1-difluoropropyl)phenyl]-3-methyl-5-oxo-1-[1-(p-tolylsulfonyl)indol-6-yl]-4H-pyrazole-4-carboxamide